6-(4-Ethyl-3-(hydroxymethyl)-5-oxo-4,5-dihydro-1H-1,2,4-triazol-1-yl)-7-fluoro-4-isopropyl-2-(2-methoxy-3,5-dimethylpyridin-4-yl)isochinolin-1(2H)-on C(C)N1C(=NN(C1=O)C=1C=C2C(=CN(C(C2=CC1F)=O)C1=C(C(=NC=C1C)OC)C)C(C)C)CO